N1(CCCC2=CC=CC=C12)C(=O)ON=CC1=C(C=CC=C1)Cl 2-chlorobenzaldehyde O-(1,2,3,4-tetrahydroquinoline-1-carbonyl) oxime